2-para-aminoanilino-4-(5-cyclopentanyl-1H-pyrazole-3-yl)amino-5-nitropyridine NC1=CC=C(NC2=NC=C(C(=C2)NC2=NNC(=C2)C2CCCC2)[N+](=O)[O-])C=C1